C1(=CC=CC=C1)S(=O)(=O)/C=C/CNC(=O)C=1C(NC=2CCN(CC2C1)C(=O)OCCC=1OC=CC1)=O 2-(furan-2-yl)ethyl 3-{[(2E)-3-(benzenesulfonyl)prop-2-en-1-yl]carbamoyl}-2-oxo-1,2,5,6,7,8-hexahydro-1,6-naphthyridine-6-carboxylate